COC1=C(C=CC=C1)C1CCCCC=2N=C3N(C=C(C=C3)C=3C=NC(=NC3)N3CCOCC3)C21 4-(5-(10-(2-methoxyphenyl)-7,8,9,10-tetrahydro-6H-cyclohepta[4,5]imidazo[1,2-a]pyridin-2-yl)pyrimidin-2-yl)morpholine